2,2'-Methylenebis(4,6-di-tert-butylphenyl) 2-ethylhexyl phosphite P1(OC2=C(C=C(C=C2C(C)(C)C)C(C)(C)C)CC2=C(C(=CC(=C2)C(C)(C)C)C(C)(C)C)O1)OCC(CCCC)CC